C1(CC1)NC(C1=C(C=C(C(=C1)C=1C=NC(=C(C1)C=1C(=NN(C1)C)C)N[C@H](CO)C)C)F)=O (S)-N-cyclopropyl-5-(5-(1,3-dimethyl-1H-pyrazol-4-yl)-6-((1-hydroxypropan-2-yl)amino)pyridin-3-yl)-2-fluoro-4-methylbenzamide